Methyl-2-bromo-7-(pyridin-2-yl)pyrazolo[1,5-a]pyrimidine-5-carboxylic acid CC=1C(=NN2C1N=C(C=C2C2=NC=CC=C2)C(=O)O)Br